ClCC(=O)N1C=CC2=CC=C(C=C12)N1N=C(C(=C1)C=1C=C2CCNC(C2=CC1)=O)[N+](=O)[O-] 6-(1-(1-(2-chloroacetyl)-1H-indol-6-yl)-3-nitro-1H-pyrazol-4-yl)-3,4-dihydroisoquinolin-1(2H)-one